1-(3-(3-chlorophenyl)prop-2-yn-1-yl)-4-(5-(trifluoromethyl)-1,2,4-oxadiazol-3-yl)pyridin-2(1H)-one ClC=1C=C(C=CC1)C#CCN1C(C=C(C=C1)C1=NOC(=N1)C(F)(F)F)=O